4-(6-(Cyclobutyl-(methyl)amino)-4-methylpyridinamido)benzoic acid C1(CCC1)N(C1=CC(=CC(=N1)C(=O)NC1=CC=C(C(=O)O)C=C1)C)C